C(C)[NH+]1CC=2N=NC(=CC2C1)[NH3+] (6-ethyl-6,7-dihydro-5H-pyrrolo[3,4-c]pyridazin-6-ium-3-yl)ammonium